C1OCC12CC(C2)NC2=C(C=C(C=C2)C=2C(=NOC2C)C)NC(=O)[C@H]2NC(CC2)=O (S)-N-(2-(2-oxaspiro[3.3]heptan-6-ylamino)-5-(3,5-dimethylisoxazol-4-yl)phenyl)-5-oxopyrrolidine-2-carboxamide